ClCC(=O)NC1=CC(=CC=C1)S(=O)(=O)C 2-chloro-N-(3-(methylsulfonyl)phenyl)acetamide